C1(CCC(N1OC(=O)C1=CC=C(CSSC2=NC=CC=C2)C=C1)=O)=O.[O].[Yb] ytterbium oxygen 4-succinimidyl-oxycarbonyl-α-(2-pyridyldithio)toluene